CNC(C(=C)OC1=CC=C2C(=CNC(C2=C1)=O)C1=C(C=CC=C1)C)=O (S)-N-methyl-2-((1-oxo-4-(o-tolyl)-1,2-dihydroisoquinolin-7-yl)oxy)propenamide